FC(C1=CC=C(C=C1)N1CC=CC2=CC=C3C(=C12)C=CC=C3)(F)F 1-[4-(trifluoromethyl)phenyl]benzo[h]quinoline